N[C@H](C(=O)NC1=NC=C(C=C1)C1=C(C=NN1C)C)C1CCCCC1 (S)-2-amino-2-cyclohexyl-N-(5-(1,4-dimethyl-1H-pyrazol-5-yl)pyridin-2-yl)acetamide